[P].CN(C(N(C)C)=N)C.CN(C(N(C)C)=N)C.CN(C(N(C)C)=N)C tris(tetramethylguanidine) phosphorus